C1(CCCCC1)CCC(=O)N1CCN(CC1)C1=NC=C(C=C1)O 3-Cyclohexyl-1-[4-(5-hydroxy-2-pyridyl)piperazin-1-yl]propan-1-one